C(C=1C(O)=CC=CC1)(=O)NN.C(C=1C(O)=CC=CC1)(=O)NN bis-salicylic acid hydrazide